C1(CC1)C1=C(C=CC(=C1)OC1=C(C=CC=C1)F)NC1=NC2=CC=CC=C2C=C1 N-(2-cyclopropyl-4-(2-fluorophenoxy)phenyl)quinolin-2-amine